COC1=C(C=C(C=C1)[C@@H]1CC[C@H](CC1)CN(C(=O)[C@@H]1CC[C@H](CC1)CNC(OC)=O)C1=CC(=CC=C1)C1=CN=C(S1)OC)C Methyl ((trans-4-(((trans-4-(4-methoxy-3-methylphenyl)cyclohexyl)methyl)(3-(2-methoxythiazol-5-yl)phenyl)carbamoyl)cyclohexyl) methyl)carbamate